OC1[C@@H](O)[C@H](O)[C@@H](O1)[C@H](O)CO idofuranose